COC([C@H](CCCCCCCC1=NC=2NCCCC2C=C1)NC(=O)[C@H]1N(CCC1)S(=O)(=O)C1=CC=CC=C1)=O (S)-2-((S)-1-(phenylsulfonyl)pyrrolidine-2-carboxamido)-9-(5,6,7,8-tetrahydro-1,8-naphthyridin-2-yl)nonanoic acid methyl ester